[Br-].[Br-].C(CCCCCCCCC[N+]1=CC(=C(C=C1)\C=C\C1=CC=C(C=C1)N(CCOC(C)=O)CCOC(C)=O)C)[N+]1=CC(=C(C=C1)\C=C\C1=CC=C(C=C1)N(CCOC(C)=O)CCOC(C)=O)C 1,1'-(decane-1,10-diyl)bis{4-{(E)-4-[bis(2-acetoxyethyl)amino]styryl}-3-methylpyridin-1-ium} dibromide